FC(S(=O)(=O)C=1C=CC(=C2C=NNC12)OC=1C=C(C#N)C=CC1)(F)F 3-[[7-(trifluoromethylsulfonyl)-1H-indazol-4-yl]oxy]benzonitrile